Sodium (Hypochlorite) Cl[O-].[Na+]